1-tetradecyl-3-methylimidazolium furanate O1C(=CC=C1)C(=O)[O-].C(CCCCCCCCCCCCC)N1C=[N+](C=C1)C